CC1=C(C(=CC=2OC3=CC(=CC(=C3C(C12)=O)O)O)C)C 1,2,3-trimethyl-6,8-dihydroxyxanthone